Cl.CN(C/C=C/C(=O)N(C1=CC=C2CC(NCC2=C1)C)C)C (E)-4-(Dimethylamino)-N-methyl-N-(3-methyl-1,2,3,4-tetrahydroisoquinolin-7-yl)but-2-enamide hydrochloride